O=C1NC(CCC1N1C(C2=CC(=C(C=C2C1)C(=O)N[C@@H](C(F)(F)F)C1=CC=CC=C1)F)=O)=O 2-(2,6-dioxopiperidin-3-yl)-6-fluoro-1-oxo-N-((R)-2,2,2-trifluoro-1-phenylethyl)isoindoline-5-carboxamide